C(CCCCCCCCC)(=O)OC(CSCCCCCCC)CCCCC(CCCCC(CSCCCCCCC)OC(CCCCCCCCC)=O)NCCCCO[Si](C1=CC=CC=C1)(C1=CC=CC=C1)C(C)(C)C 7-((4-((tert-butyldiphenylsilyl)oxy)butyl)amino)-1,13-bis(heptylthio)tridecane-2,12-diyl bis(decanoate)